BrC1=C(C=CC=C1)NC(=O)C=1SC=CC1 N-(2-bromophenyl)thiofuran-2-formamide